CN(S(=O)(=O)C1=CC=C(C=C1)C1=C(NC2=C(C=CC=C12)C)C(=O)O)C 3-(4-(N,N-dimethylsulfamoyl)phenyl)-7-methyl-1H-indole-2-carboxylic acid